(4-(1,4-dimethyl-1H-pyrazol-3-yl)phenyl)methylamine CN1N=C(C(=C1)C)C1=CC=C(C=C1)CN